2,6-dimethoxypyrimidine-4-carbaldehyde COC1=NC(=CC(=N1)C=O)OC